ClC1=NC=C(C(=C1)C(=O)NC=1C=C2CCC(NC2=CC1)=O)CC 2-chloro-5-ethyl-N-(2-oxo-3,4-dihydro-1H-quinolin-6-yl)pyridine-4-carboxamide